C(C)(C)(C)C=1NN2C(=CC(C(=C2)C(F)(F)F)=O)C1 2-(tert-butyl)-5-oxo-6-(trifluoromethyl)pyrazolo[1,5-a]pyridin